FC(C(=O)O)(F)F.N1=CN=C(C2=C1NC=C2)C=2C=NN(C2)CC=2C=C(C=CC2)NC(=O)C2=CC=CC1=CC=CC=C21 N-(3-{[4-(7H-pyrrolo[2,3-d]-pyrimidin-4-yl)-1H-pyrazol-1-yl]methyl}phenyl)-1-naphthamide trifluoroacetate